(6-chloro-1-hydroxybenzo[d][1,2,3]-diazaborinin-2(1H)-yl)(3-chlorothiophen-2-yl)methanone ClC1=CC2=C(B(N(N=C2)C(=O)C=2SC=CC2Cl)O)C=C1